3,4-Dichloro-2-(2-(2-methoxyethyl)imidazo[1,2-a]pyridin-7-yl)phenol ClC=1C(=C(C=CC1Cl)O)C1=CC=2N(C=C1)C=C(N2)CCOC